ethyl-glycerin C(C)C(O)C(O)CO